CC([C@@H](C(=O)N1[C@@H](C[C@H](C1)O)C(=O)NC)N1N=NC(=C1)CN1C(=NC=C1)C1=CC=CC=C1)(C)C (2S,4R)-1-[(2S)-3,3-dimethyl-2-[4-[(2-phenylimidazol-1-yl)methyl]triazol-1-yl]butanoyl]-4-hydroxy-N-methyl-pyrrolidine-2-carboxamide